O=S1(NC2(CN(C2)C(=O)N2CC3(C2)CC(C3)CC3=CC(=CC(=C3)C(F)(F)F)F)COC1)=O (6,6-dioxo-8-oxa-6lambda6-thia-2,5-diazaspiro[3.5]nonan-2-yl)-[6-[[3-fluoro-5-(trifluoromethyl)phenyl]methyl]-2-azaspiro[3.3]heptan-2-yl]methanone